(3aS,6S,6aS)-6-(5,7-dichloro-6-fluoro-1,2,3,4-tetrahydroquinoline-1-carbonyl)-2,2-dimethyltetrahydro-4H-[1,3]dioxolo[4,5-c]pyrrol-4-one ClC1=C2CCCN(C2=CC(=C1F)Cl)C(=O)[C@H]1NC([C@@H]2[C@H]1OC(O2)(C)C)=O